C[C@H]\\1C/C=C/[C@H]2C3[C@](O3)([C@H]([C@@H]4[C@@]2(C(=O)/C=C/C(=O)[C@@H](/C(=C1)/C)OC(=O)C)C(=O)N[C@H]4CC5=CNC6=CC=CC=C65)C)C The molecule is a cytochalasan alkaloid that is the acetyl derivative of chaetoglobosin A. It has been isolated from Chaetomium globosum and Chaetomium brasiliense. It has a role as a Chaetomium metabolite. It is an epoxide, a cytochalasan alkaloid, a member of indoles and a macrocycle.